4-(((3R,5R,7R)-adamantan-1-yl)amino)-N-((S)-1-(3-methoxyphenyl)hexan-2-yl)benzamide C12(CC3CC(CC(C1)C3)C2)NC2=CC=C(C(=O)N[C@H](CC3=CC(=CC=C3)OC)CCCC)C=C2